4-nitrophenyl-2-oxa-1,3-diazole [N+](=O)([O-])C1=CC=C(C=C1)C1=NON=C1